Methyl-2-[3-[(E)-[(1,1-dioxo-1,2-benzothiazol-3-yl)-methyl-hydrazono]methyl]phenyl]acetat COC(CC1=CC(=CC=C1)/C=N/N(C)C1=NS(C2=C1C=CC=C2)(=O)=O)=O